ClC1=CC=C(S1)C1=NN(C(=C1C1CCC1)NC(OC1CC(C1)(F)F)=O)C 3,3-difluorocyclobutyl (3-(5-chlorothiophen-2-yl)-4-cyclobutyl-1-methyl-1H-pyrazol-5-yl)carbamate